N(=[N+]=[N-])C(C(=O)[O-])C(C(C)C)O 2-azido-3-hydroxy-4-methylpentanoate